O1C=NC=C1CNC(=O)NC1=CC=C(C=C1)S(=O)(=O)C1=NC=CC=C1 1-(Oxazol-5-ylmethyl)-3-(4-(pyridin-2-ylsulfonyl)phenyl)urea